5-(pyridazin-1-yl)-4-methyl-2H-pyridazin-3-one N1(NC=CC=C1)C1=C(C(NN=C1)=O)C